(S)-1-(3-chloro-5'-fluoro-2'-hydroxy-3'-(2-(3-(hydroxymethyl)piperazin-1-yl)pyridin-4-yl)-[1,1'-biphenyl]-4-yl)-3-methyl-1H-imidazol-2(3H)-one ClC=1C=C(C=CC1N1C(N(C=C1)C)=O)C1=C(C(=CC(=C1)F)C1=CC(=NC=C1)N1C[C@H](NCC1)CO)O